6-methoxy-2-(pyridine-3-carbonyl)-1,2,3,4-tetrahydro-isoquinoline-5-carbaldehyde COC1=C(C=2CCN(CC2C=C1)C(=O)C=1C=NC=CC1)C=O